C(\C(\C)=C/C(=O)[O-])(=O)[O-].C(C)[N+](C1=CC=CC=C1)(CC)CC.C(C)[N+](C1=CC=CC=C1)(CC)CC bistriethylphenylammonium citraconate